CC1(OB(OC1(C)C)C1=CC=CC=C1)C 4-(4,4,5,5-tetramethyl-1,3,2-dioxaborolane-2-yl)benzene